C(C)[C@@H]1CC(CN1N1C=NC=2C1=C1C(=NC2)N(C=C1)S(=O)(=O)C1=CC=C(C)C=C1)CC#N ((5R)-5-ethyl-1-(6-p-toluenesulfonylimidazo[4,5-d]pyrrolo[2,3-b]pyridin-1(6H)-yl)pyrrolidin-3-yl)acetonitrile